[N+](=O)([O-])C1=CC=C(C=C1)OC1=C2C(C=CC(C2=C(C=C1)OC1=CC=C(C=C1)[N+](=O)[O-])=O)=O 5,8-bis(4-nitrophenyloxy)-1,4-naphthoquinone